COC1=CC=C(C=C1)N(C1(C=C2C3(C4=CC(C=CC4=C2C=C1)(N(C1=CC=C(C=C1)C=C)C1=CC=C(C=C1)OC)N(C1=CC=C(C=C1)C=C)C1=CC=C(C=C1)OC)C1=CC=CC=C1C=1C=CC=CC13)N(C1=CC=C(C=C1)C=C)C1=CC=C(C=C1)OC)C1=CC=C(C=C1)C=C N2,N2,N7,N7-tetrakis(4-methoxyphenyl)-N2,N2,N7,N7-tetrakis(4-vinylphenyl)-9,9'-spirobi[fluorene]-2,2,7,7-tetraamine